(S)-5-amino-2-((3-(2-(4-chlorophenyl)-2-hydroxyethyl-1,1-d2)-1,2,4-oxadiazol-5-yl)methyl)-4-methylpyridazin-3(2H)-one NC1=C(C(N(N=C1)CC1=NC(=NO1)C([C@H](O)C1=CC=C(C=C1)Cl)([2H])[2H])=O)C